(2R,3R)-2-methyl-3-((methylsulfonyl)methyl)azetidine hydrochloride Cl.C[C@H]1NC[C@H]1CS(=O)(=O)C